C(C)C1=NC2=C(N1C/C(=C/CN)/F)C=CC=C2C2=CC=C(C=C2)S(=O)(=O)N2CCOCC2 (Z)-4-(2-ethyl-4-(4-(morpholinesulfonyl)phenyl)-1H-benzo[d]imidazol-1-yl)-3-fluorobut-2-en-1-amine